rac-trans-3-chloro-5-{2-[4-[(4-methanesulfonylphenoxy)methyl]-2-methylpyrrolidin-1-yl]ethyl}benzonitrile ClC=1C=C(C#N)C=C(C1)CCN1[C@H](C[C@@H](C1)COC1=CC=C(C=C1)S(=O)(=O)C)C |r|